2-(4-((3-(4-(tert-Butyl)phenyl)-2,5-dioxoimidazolin-1-yl)meth-yl)-2,6-dimethylphenoxy)-2-methylpropionic acid C(C)(C)(C)C1=CC=C(C=C1)N1C(N(C(C1)=O)CC1=CC(=C(OC(C(=O)O)(C)C)C(=C1)C)C)=O